C(C1=CC=CC=C1)OC1=NN2C(C=3N([C@H](C2)C)C(=NC3)[C@@](C(F)(F)F)(C)O)=C1 (R)-2-((S)-9-(Benzyloxy)-5-methyl-5,6-dihydroimidazo[1,5-a]pyrazolo[5,1-c]pyrazin-3-yl)-1,1,1-trifluoropropan-2-ol